tert-butyl 4-[(R)-[4,5-dichloro-2-(prop-2-en-1-yloxy)phenyl]([[(S)-2-methylpropane-2-sulfinyl]amino])methyl]-3-methylpiperidine-1-carboxylate ClC1=CC(=C(C=C1Cl)[C@@H](C1C(CN(CC1)C(=O)OC(C)(C)C)C)N[S@@](=O)C(C)(C)C)OCC=C